furo[2,3-b]benzofuran O1C=CC2=C1OC1=C2C=CC=C1